O=C(/C=C/C1=CC(=C(C=C1)OC([C@H](CCC(=O)O)NC(C(Cl)Cl)=O)=O)OC)CC(\C=C\C1=CC(=C(C=C1)OC([C@H](CCC(=O)O)NC(C(Cl)Cl)=O)=O)OC)=O (4S,4'S)-5,5'-((((1E,6E)-3,5-dioxohepta-1,6-diene-1,7-diyl)bis(2-methoxy-4,1-phenylene))bis(oxy))bis(4-(2,2-dichloroacetamido)-5-oxopentanoic acid)